FC1=C(C=C(C=N1)NC(=O)C=1N(C(=C2C(NC(CCC21)(C)C)=O)C)C)C N-(6-fluoro-5-methylpyridin-3-yl)-2,3,6,6-tetramethyl-4-oxo-2,4,5,6,7,8-hexahydropyrrolo[3,4-c]azepine-1-carboxamide